C1(CC1)S(=O)(=O)NC(=O)C1=NN(C2=CC=CC=C12)C1=CC=C(C=C1)C(F)(F)F N-(cyclopropylsulfonyl)-1-(4-(trifluoromethyl)phenyl)-1H-indazole-3-carboxamide